C(C)(C)C1=CC=C(CN(C(=O)[C@H]2CN(CCC2)C=2C=C(OC(C(=O)N3CCN(CC3)C(=O)OC(C)(C)C)(C)C)C=CC2)C)C=C1 tert-butyl (R)-4-(2-(3-(3-((4-isopropylbenzyl)(methyl)carbamoyl)piperidin-1-yl)phenoxy)-2-methylpropanoyl)piperazine-1-carboxylate